naphthyl(p-chlorophenyl)methylene(cyclopentadienyl)(2,3,6,7-tetra-tert-butylfluorenyl)zirconium dichloride [Cl-].[Cl-].C1(=CC=CC2=CC=CC=C12)C(=[Zr+2](C1=C(C(=CC=2C3=CC(=C(C=C3CC12)C(C)(C)C)C(C)(C)C)C(C)(C)C)C(C)(C)C)C1C=CC=C1)C1=CC=C(C=C1)Cl